N-Benzyl-1-(4-nitrophenyl)methanamine C(C1=CC=CC=C1)NCC1=CC=C(C=C1)[N+](=O)[O-]